tert-butyl 2-(6-((2-((tert-butoxycarbonyl) amino)-2-methylpropyl) carbamoyl) pyrazin-2-yl)-6-chloro-5-fluoro-3-methyl-1H-indole-1-carboxylate C(C)(C)(C)OC(=O)NC(CNC(=O)C1=CN=CC(=N1)C=1N(C2=CC(=C(C=C2C1C)F)Cl)C(=O)OC(C)(C)C)(C)C